3-Bromo-1-(3-(trifluoromethyl)benzyl)-4,5,6,7-tetrahydro-1H-pyrrolo[3,2-b]pyridine-2-carboxamido(ethyl)benzoic acid BrC1=C(N(C2=C1NCCC2)CC2=CC(=CC=C2)C(F)(F)F)C(=O)NC=2C(=C(C(=O)O)C=CC2)CC